methyl 2-(3-(2-(4-(6-(2-hydroxyphenyl)pyridazin-4-yl)phenoxy)ethoxy)isoxazol-5-yl)-3-methylbutanoate OC1=C(C=CC=C1)C1=CC(=CN=N1)C1=CC=C(OCCOC2=NOC(=C2)C(C(=O)OC)C(C)C)C=C1